(E)-methyl N-cyclopentylacetimidate C1(CCCC1)/N=C(\C)/OC